CS(=O)(=O)OCC=1C(=NC=CC1)OC(F)F (2-(difluoromethoxy)pyridin-3-yl)methyl methanesulfonate